2-[6-[(4aR,8aS)-6-ethyl-3,4a,5,7,8,8a-hexahydro-2H-pyrido[4,3-b][1,4]oxazin-4-yl]pyridazin-3-yl]-3-methyl-5-(trifluoromethyl)phenol C(C)N1C[C@@H]2[C@@H](OCCN2C2=CC=C(N=N2)C2=C(C=C(C=C2C)C(F)(F)F)O)CC1